Methyl 4-(4-methylpiperazin-1-yl)-2-(trifluoromethyl)benzoate CN1CCN(CC1)C1=CC(=C(C(=O)OC)C=C1)C(F)(F)F